4-(2,7a-dihydrobenzo[d]thiazol-2-yl)benzene-1,3-diol S1C(N=C2C1C=CC=C2)C2=C(C=C(C=C2)O)O